FC(OC1=NC=CC(=C1)CNC(=O)N[C@@H]1C[C@@H](CC1)C(F)(F)F)F 1-[[2-(difluoro-methoxy)pyridin-4-yl]methyl]-3-[(1S,3R)-3-(trifluoromethyl)cyclopentyl]urea